CS(=O)(=O)NC1=CC=C(C=C1)C1=COC2=CC(=CC=C2C1=O)OCC=1C=C(C(=O)O)C=CC1 3-(((3-(4-(methylsulfonamido)phenyl)-4-oxo-4H-chromen-7-yl)oxy)methyl)benzoic acid